7-((5-((3R,4S)-4-hydroxy-3-(methoxymeth-yl)piperidin-1-yl)pyridin-2-yl)amino)-4-(1-methyl-1H-pyrrolo[2,3-b]pyridin-4-yl)-2,3-dihydro-1H-pyrrolo[3,4-c]pyridin-1-one O[C@@H]1[C@H](CN(CC1)C=1C=CC(=NC1)NC=1C2=C(C(=NC1)C1=C3C(=NC=C1)N(C=C3)C)CNC2=O)COC